ClC=1C2=C(N(C(N1)=O)C1=C(C=NN1C(C)C)C)N=C(C(=C2)Cl)Cl 4,6,7-trichloro-1-(1-isopropyl-4-methyl-1H-pyrazol-5-yl)pyrido[2,3-d]pyrimidin-2(1H)-one